8-[4-(2,3-dihydro-1,4-benzodioxin-2-yl)benzyl]-1,3,8-triazaspiro[4.5]decane-2,4-dione O1C(COC2=C1C=CC=C2)C2=CC=C(CN1CCC3(C(NC(N3)=O)=O)CC1)C=C2